C12(CC3CC(CC(C1)C3)C2)NC(=O)C2=NC(=CC=C2)C(=O)NC23CC1CC(CC(C2)C1)C3 N2,N6-Di((1s,3s)-adamantan-1-yl)pyridine-2,6-dicarboxamide